2-(2,6-dioxopiperidin-3-yl)-6-methyl-1-oxoisoindoline-4-carbonitrile O=C1NC(CCC1N1C(C=2C=C(C=C(C2C1)C#N)C)=O)=O